ClC=1C(=C(C=2N(N1)C(C=C(N2)C(F)(F)F)=O)C)C 7-chloro-8,9-dimethyl-2-(trifluoromethyl)-4H-pyrimido[1,2-b]Pyridazin-4-one